BrC=1C=CC(=C(C1)C1=C(C=CC=C1)C)S(=O)(=O)N1CCC(CC1)(C(=O)O)F 1-((5-bromo-2'-methyl-[1,1'-biphenyl]-2-yl)sulfonyl)-4-fluoropiperidine-4-carboxylic acid